(S)-1-cyano-2-(4-(3-methyl-2-oxo-2,3-dihydrobenzo[d]oxazol-5-yl)phenyl)ethyl-5-oxa-8-azaspiro[2.6]nonane-6-amide C(#N)C(CC1=CC=C(C=C1)C=1C=CC2=C(N(C(O2)=O)C)C1)[C@@H]1CC12COC(CNC2)C(=O)N